5-bromo-4-methoxy-1-benzothiophene BrC=1C=CC2=C(C=CS2)C1OC